C(C)(C)(C)OC(C1=NC(=CC=C1C=1C=NN(C1)C(CCN1CCOCC1)C1=CC=CC=C1)N1CC2=C(C=CC=C2CC1)C(NC=1SC2=C(N1)C=CC=C2)=O)=O 6-(8-(benzo[d]thiazol-2-ylcarbamoyl)-3,4-dihydroisoquinolin-2(1H)-yl)-3-(1-(3-morpholino-1-phenylpropyl)-1H-pyrazol-4-yl)picolinic acid tert-butyl ester